CN(S(=O)(=O)C1=CN=C2N1N=CC=C2)[C@@H](C(F)(F)F)C2=CC=C(C=C2)C(F)(F)F (R)-N-methyl-N-(2,2,2-trifluoro-1-(4-(trifluoromethyl)phenyl)ethyl)imidazo[1,2-b]pyridazine-3-sulfonamide